4-((5-(4-cyanophenyl)-1-(4-(trifluoromethyl)benzyl)-1H-indole-7-carboxamido)methyl)benzoic acid C(#N)C1=CC=C(C=C1)C=1C=C2C=CN(C2=C(C1)C(=O)NCC1=CC=C(C(=O)O)C=C1)CC1=CC=C(C=C1)C(F)(F)F